((3s,4s)-4-(3,4-dihydroisoquinolin-2(1H)-yl)-3-hydroxypiperidin-1-yl)methanone C1N(CCC2=CC=CC=C12)[C@@H]1[C@H](CN(CC1)C=O)O